(3aS,8bS)-2-Benzyl-1,2,3,3a,5,8b-hexahydro-4H-pyrrolo[3,4-d]thieno[2,3-b]pyridin-4-one C(C1=CC=CC=C1)N1C[C@@H]2C3=C(NC([C@@H]2C1)=O)SC=C3